C(C1=CC=CC=C1)OC1=C(C=C2C(=C(C=NC2=C1)F)Cl)OC 7-benzyloxy-4-chloro-3-fluoro-6-methoxy-quinoline